3-bromo-7-fluoro-2,4,5,6-tetrahydro-1H-cyclobuta[f]indene BrC1=C2C(=C(C=3CCCC13)F)CC2